1,8-diazabicyclo[4.3.0]-5-Nonenylium p-toluenesulfonate CC1=CC=C(C=C1)S(=O)(=O)[O-].[NH+]12CCCC=C2CNC1